O.O.O.O.N(=NC(C)(C)C=1NCCN1)C(C)(C)C=1NCCN1 2,2'-azobis[2-(2-imidazolin-2-yl)propane] tetrahydrate